2-(4-((6,7-dimethoxyquinazolin-4-yl)oxy)phenyl)-2,2-difluoro-N-(4-(4-methylpiperidin-1-yl)-3-(trifluoromethyl)phenyl)acetamide COC=1C=C2C(=NC=NC2=CC1OC)OC1=CC=C(C=C1)C(C(=O)NC1=CC(=C(C=C1)N1CCC(CC1)C)C(F)(F)F)(F)F